C(CCCCCCCCC)OCOCC\C=C/CC[Mg]Br (3Z)-6-(decyloxymethoxy)-3-hexenylmagnesium bromide